methyl 2-chloro-6-(4-chloro-2-fluoro-phenyl)pyrimidine-4-carboxylate ClC1=NC(=CC(=N1)C(=O)OC)C1=C(C=C(C=C1)Cl)F